tetraethylsilane tetraethyl-orthosilicate C(C)O[Si](OCC)(OCC)OCC.C(C)[Si](CC)(CC)CC